ClC1=CC=C(C=C1)SSC 1-(4-chlorophenyl)-2-methyldisulfane